IC1=NNC2=CC(=C(C=C12)C=1C=NC(=NC1)C)CO (3-iodo-5-(2-methylpyrimidin-5-yl)-1H-indazol-6-yl)methanol